N3-methyl-2-oxo-1,2-dihydropyridine-3,5-dicarboxamide CNC(=O)C=1C(NC=C(C1)C(=O)N)=O